NC1=C2N=CN(C2=NC(=N1)F)[C@H]1C[C@@H]([C@@](O1)(C#C)COC(C(CCC)CCC)=O)OC(CCC)=O.CC(C(C)=O)C1=CC=C(C=C1)C(=C)C Methyl-1-[4-(1-methylvinyl)phenyl]propanone ((2R,3S,5R)-5-(6-amino-2-fluoro-9H-purin-9-yl)-3-(butyryloxy)-2-ethynyltetrahydrofuran-2-yl)methyl-2-propylpentanoate